(morpholino)(diisobutyl)aluminum O1CCN(CC1)[Al](CC(C)C)CC(C)C